(4-(3-ethoxyoxetan-3-yl)phenyl)(4-(5-(trifluoromethyl)pyridin-2-yl)piperazin-1-yl)methanone C(C)OC1(COC1)C1=CC=C(C=C1)C(=O)N1CCN(CC1)C1=NC=C(C=C1)C(F)(F)F